2-(6-amino-5-ethylsulfonyl-3-pyridinyl)-2-methyl-propionitrile NC1=C(C=C(C=N1)C(C#N)(C)C)S(=O)(=O)CC